S(=O)(=O)(O)C1=C(C=CC2=C(C=CC=C2)C2=CC=CC=C2)C=CC=C1 (2-Sulfostyryl)Biphenyl